C(C)(C)(C)S(=O)N(C1(COC1)C1=CC=C(C=C1)C1(COCC1)C(=O)OCC=C)COCC[Si](C)(C)C (±)-allyl 3-[4-[3-[tert-butylsulfinyl(2-trimethylsilylethoxymethyl)amino]oxetan-3-yl] phenyl]tetrahydrofuran-3-carboxylate